2-chloro-1H-1,3-benzodiazol-4-amine ClC1=NC2=C(N1)C=CC=C2N